BrC1=CN(C=2N=C(N=C(C21)N)Cl)[C@@H]2C[C@@H]([C@H]1OC(O[C@H]12)(C)C)C1CCN(CC1)C 5-bromo-2-chloro-7-((3aS,4R,6R,6aR)-2,2-dimethyl-6-(1-methylpiperidin-4-yl)tetrahydro-4H-cyclopenta[d][1,3]dioxol-4-yl)-7H-pyrrolo[2,3-d]pyrimidin-4-amine